C(CCCC)N(C(=O)NC1=CC=CC=C1)CC N-pentyl-N-ethylphenyl-urea